5-Amino-4-methoxy-2-(4-morpholinopiperidin-1-yl)benzoic acid methyl ester COC(C1=C(C=C(C(=C1)N)OC)N1CCC(CC1)N1CCOCC1)=O